N-(1-(3-cyano-6-(1-methyl-1H-pyrazol-4-yl)pyrazolo[1,5-a]pyridin-4-yl)azetidin-3-yl)-2-(6-(4-fluoro-1H-pyrazol-1-yl)pyridin-3-yl)propionamide C(#N)C=1C=NN2C1C(=CC(=C2)C=2C=NN(C2)C)N2CC(C2)NC(C(C)C=2C=NC(=CC2)N2N=CC(=C2)F)=O